N-(Cyclopropylmethyl)-6-[4-(1-cyclopropylpiperidin-4-yl)-1,4-diazepan-1-yl]pyridine-2-carboxamide C1(CC1)CNC(=O)C1=NC(=CC=C1)N1CCN(CCC1)C1CCN(CC1)C1CC1